3-(2-carbonyl-3,3a-dihydro-cyclohepta[d]imidazol-1(2H)-yl)propanoic acid C(=O)=C1NC2C(N1CCC(=O)O)=CC=CC=C2